C1(CC1)CNC1=C(C=C(C=C1)S(=O)(=O)C)C=1C=CC(N(C1)C)=O 5-[2-(cyclopropylmethylamino)-5-methylsulfonylphenyl]-1-methylpyridin-2-one